C1(CCCCC1)COC=1C=C(C=CC1)C(C)O 1-(3-(cyclohexylmethoxy)phenyl)ethan-1-ol